6-(3-chlorobenzyl)-3-ethyl-6H-imidazo[1',2':1,6]pyrido[3,4-b]indole ClC=1C=C(CN2C=3C(C=4C=CC=CC24)=CC=2N(C3)C(=CN2)CC)C=CC1